FC1=CC2=C(CNC(C(C2)(C(=O)OC)C)=O)C=C1F methyl 7,8-difluoro-4-methyl-3-oxo-2,3,4,5-tetrahydro-1H-benzo[c]azepine-4-carboxylate